C(C)N1N=CC(=C1)CC=1C(N(C=CC1)C1=NC(=CC(=C1F)C(F)(F)F)F)=O 3-[(1-ethyl-1H-pyrazol-4-yl)methyl]-3',6'-difluoro-4'-(trifluoromethyl)-2H-[1,2'-bipyridin]-2-one